(R)-6-(2-Cyclopropoxyethyloxy)-7-methoxy-2-methyl-N-(1-(2-(trifluoromethyl)pyridin-2-yl)ethyl)quinazolin-4-amine C1(CC1)OCCOC=1C=C2C(=NC(=NC2=CC1OC)C)N[C@H](C)C1(NC=CC=C1)C(F)(F)F